6-(3-fluoro-5-isobutoxy-phenyl)-2-(2-oxa-8-azaspiro[3.5]nonan-8-yl)-N-(1H-pyrazol-5-ylsulfonyl)pyridine-3-carboxamide FC=1C=C(C=C(C1)OCC(C)C)C1=CC=C(C(=N1)N1CCCC2(COC2)C1)C(=O)NS(=O)(=O)C1=CC=NN1